C(C)(C)(C)OC(=O)N1CCC2(CC(C2)N[C@@H](COC2=NC(=NC(=C2)C2=C(C=CC=C2C)C)NS(=O)(=O)C=2C=C(C(=O)O)C=CC2)CC(C(F)(F)F)(C)C)CC1 3-[[4-[(2R)-2-[(7-tert-butoxycarbonyl-7-azaspiro[3.5]nonan-2-yl)amino]-5,5,5-trifluoro-4,4-dimethyl-pentoxy]-6-(2,6-dimethylphenyl)pyrimidin-2-yl]sulfamoyl]benzoic acid